(4-(4-((3-(1,1-difluoroethyl)phenyl)carbamoyl)-3-methyl-5-oxo-4,5-dihydro-1H-pyrazol-1-yl)phenyl)boronic acid FC(C)(F)C=1C=C(C=CC1)NC(=O)C1C(=NN(C1=O)C1=CC=C(C=C1)B(O)O)C